FC1=C(C#N)C=C(C=C1)CN1NC(C(C2=C1C=CC=C2)=O)C(C)=O 2-fluoro-5-[(3-acetyl-4-oxo-3,4-dihydrobenzopyridazin-1-yl)methyl]benzonitrile